C(=O)(OCC1C2=CC=CC=C2C2=CC=CC=C12)N[C@@H]([C@@H](C)CC)C(=O)O Nα-Fmoc-isoleucine